[Cl-].P(=O)(OCCN)(O)O 2-aminoethyl dihydrogen phosphate chloride